C(=CC)OC1=CC(=C(C(=O)C2=CC=CC=C2)C=C1)O 4-propenoxy-2-hydroxybenzophenone